amino-n-octanoic acid NC(C(=O)O)CCCCCC